1-(6-bromo-3-hydroxy-pyrazin-2-yl)-3-[(3R)-1-(2-hydroxyethyl)-3-piperidyl]thiourea BrC1=CN=C(C(=N1)NC(=S)N[C@H]1CN(CCC1)CCO)O